C1=C2C(=CC=C1)NC=1ON=C3C(=NC12)C=CC=C3 5H-indolo[2,3-c][2,1,5]benzoxadiazepine